5-methylene-4-methyl-2-[4-(trifluoromethyl)phenyl]aminocinnamate C=C1C(C=C(C(C=CC(=O)[O-])=C1)NC1=CC=C(C=C1)C(F)(F)F)C